4-[4-[(2,6-dioxo-3-piperidinyl)amino]-2,6-difluoro-phenyl]piperidine-1-carboxylic acid tert-butyl ester C(C)(C)(C)OC(=O)N1CCC(CC1)C1=C(C=C(C=C1F)NC1C(NC(CC1)=O)=O)F